1-(9Z-pentadecenoyl)-2-(9Z,12Z,15Z-octadecatrienoyl)-glycero-3-phosphocholine CCCCC/C=C\CCCCCCCC(=O)OC[C@H](COP(=O)([O-])OCC[N+](C)(C)C)OC(=O)CCCCCCC/C=C\C/C=C\C/C=C\CC